8-((2-Hydroxyethyl)(6-oxo-6-(undecyloxy)hexyl)amino)-octanoic acid heptadec-9-yl ester CCCCCCCCC(CCCCCCCC)OC(CCCCCCCN(CCCCCC(OCCCCCCCCCCC)=O)CCO)=O